P(=O)(OCCC#N)(O[C@H]1CNC2=C(NC1=O)N=CC(=C2)\C=C\C(=O)N(CC=2OC1=C(C2C)C=CC=C1)C)O 2-Cyanoethyl ((S)-8-((E)-3-(methyl((3-methylbenzofuran-2-yl)methyl)amino)-3-oxoprop-1-en-1-yl)-4-oxo-2,3,4,5-tetrahydro-1H-pyrido[2,3-b][1,4]diazepin-3-yl) hydrogen phosphate